(1-bromoethyl)-4-(trifluoromethyl)thiazole BrC(C)C=1SC=C(N1)C(F)(F)F